(4-aminoimidazo[1,5-a]pyrido[3,4-e]pyrazin-8-yl)((3S)-3-methyl-7-(trifluoromethyl)-3,4,4a,9b-tetrahydrobenzofuro[3,2-b]pyridin-1(2H)-yl)methanone NC=1C=2N(C3=C(N1)C=NC(=C3)C(=O)N3C1C(C[C@@H](C3)C)OC3=C1C=CC(=C3)C(F)(F)F)C=NC2